2-(1-azido-3,3-difluorocyclobutyl)-5-bromopyridine N(=[N+]=[N-])C1(CC(C1)(F)F)C1=NC=C(C=C1)Br